2-cyclohexyl-2-isopentyl-1,3-dimethoxypropane C1(CCCCC1)C(COC)(COC)CCC(C)C